tert-butyl(4-(4,4,5,5-tetramethyl-1,3,2-dioxaborolan-2-yl)-5-((triisopropylsilyl) ethynyl) naphthalen-2-yl) carbamate C(N)(OC1=C(C2=CC=CC(=C2C(=C1)B1OC(C(O1)(C)C)(C)C)C#C[Si](C(C)C)(C(C)C)C(C)C)C(C)(C)C)=O